6-(1,3-dimethyl-1H-pyrazol-4-yl)-2-methoxypyridin-3-amine CN1N=C(C(=C1)C1=CC=C(C(=N1)OC)N)C